O1CC(C1)NC(=O)C1=CC=C(C=C1)CN(C(OC(C)(C)C)=O)[C@@H]1C[C@@H](CCC1)NC=1C2=C(N=CN1)SC(=C2)CC(F)(F)F Tert-butyl ({4-[(oxetan-3-yl)carbamoyl]phenyl}methyl)[(1S,3R)-3-{[6-(2,2,2-trifluoroethyl)thieno[2,3-d]pyrimidin-4-yl]amino}cyclohexyl]carbamate